BrC1=C2C(NC(C2=C(C=C1)Br)=O)=O 4,7-dibromo-isoindole-1,3-dione